C(CCC)C(CN)N 2-butylethane-1,2-diamine